N,N-dimethyl-L-valyl-L-valyl-N-methyl-L-valyl-L-prolyl-L-proline-t-butylamide C(C)(C)(C)NC([C@H]1N(CCC1)C([C@H]1N(CCC1)C([C@@H](N(C)C([C@@H](NC([C@@H](N(C)C)C(C)C)=O)C(C)C)=O)C(C)C)=O)=O)=O